ClC=1C(=C(C(=C(C(=O)OC)C1)C#N)NCC1=CC=C(C=C1)OC)F methyl 5-chloro-2-cyano-4-fluoro-3-((4-methoxybenzyl)amino)benzoate